2-methylsulfonylpyrido[3,4-d]pyrimidin-8-amine CS(=O)(=O)C=1N=CC2=C(N1)C(=NC=C2)N